2-(((R)-1-(3-cyano-2-((R)-4-(2-cyano-4-(trifluoromethyl)phenyl)-2-methylpiperazin-1-yl)-7-methyl-4-oxo-4H-pyrido[1,2-a]pyrimidin-9-yl)ethyl)amino)benzoic acid C(#N)C1=C(N=C2N(C1=O)C=C(C=C2[C@@H](C)NC2=C(C(=O)O)C=CC=C2)C)N2[C@@H](CN(CC2)C2=C(C=C(C=C2)C(F)(F)F)C#N)C